Ethyl 2-(2,2-Difluoro-1,3-benzodioxol-4-yl)-2-oxo-acetate FC1(OC2=C(O1)C=CC=C2C(C(=O)OCC)=O)F